FC=1C=NN(C1)C1=CC=C(C=N1)[C@@H](C)NC1=CC=C(C=N1)C=1C=2N(C=C(C1)OCC(C)(C)O)N=CC2C#N (R)-4-(6-((1-(6-(4-fluoro-1H-pyrazol-1-yl)pyridin-3-yl)ethyl)amino)pyridin-3-yl)-6-(2-hydroxy-2-methylpropoxy)pyrazolo[1,5-a]pyridine-3-carbonitrile